5-bromo-N-[2-carbamoyl-4-[difluoro-(3-methyl-1,2,4-oxadiazol-5-yl)methyl]-6-methyl-phenyl]-2-(3-chloro-2-pyridyl)pyrazole-3-carboxamide BrC=1C=C(N(N1)C1=NC=CC=C1Cl)C(=O)NC1=C(C=C(C=C1C)C(C1=NC(=NO1)C)(F)F)C(N)=O